BrC=1C=C2C(=CN1)NC(=C2)C(=O)NC2CCC(CC2)(C)C 5-bromo-N-(4,4-dimethylcyclohexyl)-1H-pyrrolo[2,3-c]Pyridine-2-carboxamide